C(C)C=1N=C(SC1)[C@@H](C\C(\C(C)C)=N/[S@@](=O)C(C)(C)C)O Ethyl-2-((R,E)-3-(((S)-tert-butylsulfinyl)imino)-1-hydroxy-4-methylpentyl)thiazole